1-(((2R,3S)-2-(2,5-difluorophenyl)-3-methyl-oxiran-2-yl)methyl)-1H-1,2,4-triazole FC1=C(C=C(C=C1)F)[C@@]1(O[C@H]1C)CN1N=CN=C1